C(C=C)(=O)N1C[C@@H]2COC3=C(C(N2CC1)=O)C(=NC(=C3Cl)C3=C(C=CC=C3O)F)N3C[C@](OCC3)(C)CO (6aR)-8-acryloyl-4-chloro-3-(2-fluoro-6-hydroxyphenyl)-1-((R)-2-(hydroxymethyl)-2-methylmorpholino)-6,6a,7,8,9,10-hexahydro-12H-pyrazino[2,1-c]pyrido[3,4-f][1,4]oxazepin-12-one